4-(4-(benzo[d]thiazol-2-ylcarbamoyl)benzyl)-N-(2-ethoxyphenyl)piperazine-1-carboxamide S1C(=NC2=C1C=CC=C2)NC(=O)C2=CC=C(CN1CCN(CC1)C(=O)NC1=C(C=CC=C1)OCC)C=C2